CC1=C(C=2CC3=CC=CC=C3OC2C=C1)I methyl-iodoxanthene